Tert-Butyl (6-chloropyridin-2-yl)carbamate ClC1=CC=CC(=N1)NC(OC(C)(C)C)=O